FC1=C(C(=CC=C1)F)S(=O)(=O)N1CCN(CC1)C(=O)Cl 4-(2,6-difluorobenzenesulfonyl)-1-piperazinecarbonyl chloride